CC1=C2OC=3C(=C(C(=C(C3C(C2=CC=C1)=O)CO)C)OC)OC dimethyl-1-(hydroxymethyl)-3,4-dimethoxy-9H-xanthen-9-one